ClC1=C(C=C(C=C1)C=1C=C2C=CN(C2=C(C1)C(=O)NCC1=CC=C(C(=O)O)C=C1)CC1=CC=C(C=C1)C(F)(F)F)F 4-((5-(4-chloro-3-fluorophenyl)-1-(4-(trifluoromethyl)benzyl)-1H-indole-7-carboxamido)methyl)benzoic acid